IC=1C=NN(C1)C[C@@H](C)O (2R)-1-(4-iodopyrazol-1-yl)propan-2-ol